FC1=CC=C(CN(C(CC2=CC=CC3=CC=CC=C23)=O)C(C(=O)N(C)C2=CC=C(C=C2)OC)C)C=C1 2-(N-(4-fluorobenzyl)-2-(naphthalen-1-yl)acetamido)-N-(4-methoxyphenyl)-N-methylpropanamide